C(C)(C)(C)OC(=O)N1CCC(=CC1)B1OC(C(O1)(C)C)(C)C 4-(4,4,5,5-tetramethyl-1,3,2-dioxaborolan-2-yl)-3,6-dihydropyridine-1(2H)-carboxylic acid tert-butylEster